NC=1C(=CC(=C(C#N)C1)Cl)OC1CCCC1 5-amino-2-chloro-4-(cyclopentyloxy)benzonitrile